5,6-dihydronaphthalene-2-ol C1=C(C=CC=2CCC=CC12)O